COC(=O)C=1N=C(SC1Cl)C1=NC=CC=C1 5-chloro-2-(pyridin-2-yl)thiazole-4-carboxylic acid methyl ester